3-(5-(difluoromethyl)-1,3,4-thiadiazol-2-yl)-N-(1-(fluoromethyl)cyclopropyl)-8-(4-isobutyrylpiperazin-1-yl)-N-(4-methoxybenzyl)imidazo[1,5-a]pyridin-6-sulfonamide FC(C1=NN=C(S1)C1=NC=C2N1C=C(C=C2N2CCN(CC2)C(C(C)C)=O)S(=O)(=O)N(CC2=CC=C(C=C2)OC)C2(CC2)CF)F